C(=O)(O)/C=C/C=1C=C(C(=C(C1)C1=CC(=CC(=C1O)OC)/C=C/C(=O)O)O)OC (E)-3-{5'-[(E)-2-Carboxyethenyl]-2',6-dihydroxy-3',5-dimethoxy-3-biphenylyl}acrylic acid